(S)-N'-((1,2,3,5,6,7-hexahydro-s-indacen-4-yl)carbamoyl)-2-methyl-1,2,3,4-tetrahydroisoquinoline-6-sulfonimidamide C1CCC2=C(C=3CCCC3C=C12)NC(=O)N=[S@@](=O)(N)C=1C=C2CCN(CC2=CC1)C